6-(4-(4-Cyanophenyl)-5-hydroxy-1H-pyrazol-1-yl)nicotinic acid C(#N)C1=CC=C(C=C1)C=1C=NN(C1O)C1=NC=C(C(=O)O)C=C1